ClC1(C(C(C1(F)F)(F)F)(Cl)F)F 1,2-dichloro-hexafluorocyclobutane